5-((2-amino-3-fluoroquinolin-7-yl)methyl)-6-fluoro-2,2-dimethylhexahydro-3aH-cyclopenta[4,5]furo[2,3-d][1,3]dioxol-7a-ol NC1=NC2=CC(=CC=C2C=C1F)CC1C(CC2(C1OC1OC(OC12)(C)C)O)F